4-octyl-phenol C(CCCCCCC)C1=CC=C(C=C1)O